[N+](=O)([O-])C1=CC=C(C=C1)OC(=O)N1C[C@H]2[C@H](OCC(N2)=O)CC1 (4aS,8aR)-3-oxohexahydro-2H-pyrido[4,3-b][1,4]oxazine-6(5H)-carboxylic acid 4-nitrophenyl ester